CN(CC)CC methyldiethylamine